COC1=NN(C(=C1N)N(C)C)CCC 3-methoxy-N5,N5-dimethyl-1-propyl-1H-pyrazole-4,5-diamine